FC1=C(C=CC=C1)CC=1C=C2C=3C=C(C=CC3N(C2=CC1)C1=CC=C(C=C1)C(F)(F)F)C(=O)OCC Ethyl 6-[(2-fluorophenyl)methyl]-9-[4-(trifluoromethyl)phenyl]-9H-carbazole-3-carboxylate